neodecyl peroxide C(CCCCCC(C)(C)C)OOCCCCCCC(C)(C)C